FC1=C(C(=CC(=C1)CNC)C)C=1C=C2C(=CN1)NN=C2C2=CC=C(C(=O)NC)C=C2 4-(5-(2-Fluoro-6-methyl-4-((methylamino)methyl)phenyl)-1H-pyrazolo[3,4-c]pyridin-3-yl)-N-methylbenzamide